C(=O)(O)C[C@@]1(C[C@H](O)[C@@H](CO)O1)N1C=NC=2C(=O)NC(N)=NC12 (Carboxymethyl)-2'-deoxyguanosine